BrC1=CC=CC=2N1N=CC2 7-bromopyrazolo[1,5-a]pyridin